C(C)(C)C1=C(C=CC=C1)C=1N=CC2=C(N1)C(=CN2)CN2CCC(CC2)C=2N(C=C(N2)C(F)(F)F)C 2-(2-isopropylphenyl)-7-[[4-[1-methyl-4-(trifluoromethyl)imidazol-2-yl]-1-piperidyl]methyl]-5H-pyrrolo[3,2-d]pyrimidine